2-((benzyloxy)methyl)-1-methyl-1H-imidazo[4,5-d]thieno[3,2-b]pyridine-5-oxide C(C1=CC=CC=C1)OCC1=NC=2C(=C3C(=[N+](C2)[O-])C=CS3)N1C